FC(C1=C(C=CC(=C1)C(F)(F)F)C1CCC2=C(N(C1=O)CC#CC1=CC=C(N=N1)CS(=O)(=O)N)C=CC(=C2)F)(F)F (6-(3-(3-(2,4-bis(trifluoromethyl)phenyl)-7-fluoro-2-oxo-2,3,4,5-tetrahydro-1H-benzo[b]azepin-1-yl)prop-1-ynyl)pyridazin-3-yl)methanesulfonamide